1-((3ar,5s,6as)-5-(3-(pyrimidin-5-yl)phenoxy)octahydrocyclopenta[c]pyrrole-2-carbonyl)-1H-pyrazole-3-carboxylic acid tert-butyl ester C(C)(C)(C)OC(=O)C1=NN(C=C1)C(=O)N1C[C@@H]2[C@H](C1)CC(C2)OC2=CC(=CC=C2)C=2C=NC=NC2